bis(tricyclohexylphosphino)palladium chloride C1(CCCCC1)P(C1CCCCC1)(C1CCCCC1)[Pd](P(C1CCCCC1)(C1CCCCC1)C1CCCCC1)Cl